isoindol-1,3,5,7(2H,6H)-tetraone C1(NC(C=2CC(CC(C12)=O)=O)=O)=O